4-(3-hydroxyphenyl)-3,6-dihydro-2H-pyridine-1-carboxylic acid tert-butyl ester C(C)(C)(C)OC(=O)N1CCC(=CC1)C1=CC(=CC=C1)O